1-(3-(4-(4-acryloylpiperazin-1-yl)-6-chloroquinazolin-7-yl)-4-fluorophenyl)cyclopropanecarbonitrile C(C=C)(=O)N1CCN(CC1)C1=NC=NC2=CC(=C(C=C12)Cl)C=1C=C(C=CC1F)C1(CC1)C#N